C1=CC=CC=2C3=CC=CC=C3C(C12)COC(=O)N(CC(=O)O)CC1=CC=C2C=CN(C2=C1)C 2-({[(9H-fluoren-9-yl)methoxy]carbonyl}[(1-methyl-1H-indol-6-yl)methyl]amino)acetic acid